(S)-4-benzyl-3-methyloxazolidine-2,5-dione C(C1=CC=CC=C1)[C@@H]1N(C(OC1=O)=O)C